COC=1C=C2C(=NC(=NC2=CC1OCCCN1CCCC1)N1CCOCC1)NC1CCOCC1 6-methoxy-2-morpholino-7-(3-(pyrrolidin-1-yl)propoxy)-N-(tetrahydro-2H-pyran-4-yl)quinazolin-4-amine